N1CC(C1)OC1=CC(=C(C(=C1)F)[C@H]1N([C@@H](CC2=C1NC1=CC=CC=C21)C)CC(C)(C)F)F (1R,3R)-1-[4-(azetidin-3-yloxy)-2,6-difluoro-phenyl]-2-(2-fluoro-2-methyl-propyl)-3-methyl-1,3,4,9-tetrahydropyrido[3,4-b]indole